5-iodo-1-(tetrahydro-2H-pyran-2-yl)-1H-pyrazolo[3,4-b]pyridine-3-carboxylic acid methyl ester COC(=O)C1=NN(C2=NC=C(C=C21)I)C2OCCCC2